COC(C(=C1CCC(CC1)(F)F)NC(=O)OCC1=CC=CC=C1)=O 2-(benzyloxycarbonylamino)-2-(4,4-difluorocyclohexylidene)acetic acid methyl ester